C(C)(C)(C)OC(=O)N1[C@@H](CC(CC1)=O)C=1N=NN(C1)[Si](C)(C)C (S)-4-oxo-2-[1-(trimethylsilyl)triazol-4-yl]piperidine-1-carboxylic acid tert-butyl ester